(8-(3-acrylamidophenyl))-7-oxo-6-phenyl-7,8-dihydropterin C(C=C)(=O)NC=1C=C(C=CC1)N1C(C(=NC=2C(NC(=NC12)N)=O)C1=CC=CC=C1)=O